Cl.N1CC(CCC1)C=1C=C(C=CC1)CC(=O)OC methyl 2-(3-piperidin-3-ylphenyl)acetate hydrochloride